lithium-nickel-cobalt-manganese-oxide [O-2].[Mn+2].[Co+2].[Ni+2].[Li+]